N-((1R,4r)-4-((R)-3-(4-(3-cyano-4-methoxypyrazolo[1,5-a]pyridin-6-yl)-1H-pyrazol-1-yl)pyrrolidine-1-carbonyl)cyclohexyl)acryl-amide C(#N)C=1C=NN2C1C(=CC(=C2)C=2C=NN(C2)[C@H]2CN(CC2)C(=O)C2CCC(CC2)NC(C=C)=O)OC